BrC1=CC=C(C=N1)[C@H](C)NC(OC(C)(C)C)=O tert-Butyl N-[(1S)-1-(6-bromo-3-pyridyl)ethyl]carbamate